9,9',9''-((5-(2,6-dimethylphenyl)-4-(2-(4,6-diphenyl-1,3,5-triazin-2-yl)phenyl)pyridine-2,3,6-triyl)tris(benzene-4,1-diyl))tris(3-methyl-9H-carbazole) CC1=C(C(=CC=C1)C)C=1C(=C(C(=NC1C1=CC=C(C=C1)N1C2=CC=CC=C2C=2C=C(C=CC12)C)C1=CC=C(C=C1)N1C2=CC=CC=C2C=2C=C(C=CC12)C)C1=CC=C(C=C1)N1C2=CC=CC=C2C=2C=C(C=CC12)C)C1=C(C=CC=C1)C1=NC(=NC(=N1)C1=CC=CC=C1)C1=CC=CC=C1